O\N=C(\C)/C=1C(=C(C=C2C(N(C(=NC12)N1CCOCC1)C)=O)C)C 8-[(Z)-N-hydroxy-C-methyl-carbonimidoyl]-3,6,7-trimethyl-2-morpholino-quinazolin-4-one